C12CN(CC(CC1)N2)C(=O)C2(CC2)OC2=CC=C1C(=CC(OC1=C2)=O)C2=C(C=C(C=C2)F)Cl 7-(1-(3,8-diazabicyclo[3.2.1]octane-3-carbonyl)cyclopropoxy)-4-(2-chloro-4-fluorophenyl)-2H-chromen-2-one